5-(5-oxa-2,8-diazaspiro[3.5]nonan-8-yl)-5-[4-[4-(trifluoromethoxy)phenoxy]phenyl]hexahydropyrimidine-2,4,6-trione bisp-toluenesulfonic acid salt CC1=CC=C(C=C1)S(=O)(=O)O.CC1=CC=C(C=C1)S(=O)(=O)O.C1NCC12OCCN(C2)C2(C(NC(NC2=O)=O)=O)C2=CC=C(C=C2)OC2=CC=C(C=C2)OC(F)(F)F